ClC=1C=C(C=CC1)COC=1C=C2CCNC(C2=CC1OC)\C=C\C1=CN(C2=NC=C(C=C21)OC)C 6-[(3-chlorophenyl)methoxy]-7-methoxy-1-[(E)-2-(5-methoxy-1-methyl-1H-pyrrolo[2,3-b]pyridin-3-yl)ethenyl]-1,2,3,4-tetrahydroisoquinoline